6-allyl 2-(tert-butyl) 8-(((methylsulfonyl)oxy)methyl)-2,6-diazaspiro[3.4]octane-2,6-dicarboxylate CS(=O)(=O)OCC1CN(CC12CN(C2)C(=O)OC(C)(C)C)C(=O)OCC=C